C(C)(C)(C)[S@](=O)\N=C\C1=NC=C(C(=O)OC)C=C1F methyl (S,E)-6-((((tert-butylsulfinyl) imino)) methyl)-5-fluoronicotinate